C(C)(C)(C)C1=CC=NN1 5-tert-butyl-1H-pyrazol